N-(4-(5-(6-(3-cyanopyrrolo[1,2-b]pyridazin-7-yl)-4-(oxetan-3-ylamino)pyridin-3-yl)-1,3,4-thiadiazol-2-yl)bicyclo[2.1.1]hex-1-yl)-2-hydroxy-2-methylpropanamide C(#N)C1=CC=2N(N=C1)C(=CC2)C2=CC(=C(C=N2)C2=NN=C(S2)C21CCC(C2)(C1)NC(C(C)(C)O)=O)NC1COC1